C(C1=CC=C(C(=O)O)C=C1)(=O)O.C(CCCCC)(O)O hexanediol terephthalate